C(C)(C)(C)OC(=O)N1CC(C1)(OCC(=C)F)CC=C 3-allyl-3-((2-fluoroallyl)oxy)azetidine-1-carboxylic acid tert-butyl ester